F[C@H]1CN(C[C@H]1NC1=C2C=CC=NC2=C(C=N1)C1=CC=C(C=C1)C(F)(F)F)C(C=C)=O 1-((3S,4R)-3-fluoro-4-((8-(4-(trifluoromethyl)phenyl)-1,6-naphthyridin-5-yl)amino)pyrrolidin-1-yl)prop-2-en-1-one